(S)-2-[2-[2-(methoxymethyl)pyrimidine-4-carbonyl]-6-(3-Methyl-1H-pyrrolo[2,3-b]pyridin-5-yl)-1,2,3,4-tetrahydroisoquinolin-8-yl]pyrrolidine-1-carboxylic acid Tert-butyl ester C(C)(C)(C)OC(=O)N1[C@@H](CCC1)C=1C=C(C=C2CCN(CC12)C(=O)C1=NC(=NC=C1)COC)C=1C=C2C(=NC1)NC=C2C